Cl.CN1N=C(C2=CC=C(C=C12)C1CCNCC1)N1C(NC(CC1)=O)=O 1-(1-methyl-6-(piperidin-4-yl)-1H-indazol-3-yl)dihydropyrimidine-2,4(1H,3H)-dione hydrochloride